C1(CC1)C1=CC(=NN1)NC(C(C)C=1C=CC(=C(C1)C1=CC=C(C=C1)NC(\C=C\CN(C)C)=O)F)=O (E)-N-(5'-(1-((5-cyclopropyl-1H-pyrazol-3-yl)amino)-1-oxopropan-2-yl)-2'-fluoro-[1,1'-biphenyl]-4-yl)-4-(dimethylamino)but-2-enamide